C(C)(C)(C)OC(=O)NCCC([C@H](C(=O)OCC1=CC=CC=C1)NC(=O)OC1=CC=CC=C1)(C)C benzyl (2R)-5-(tert-butoxycarbonylamino)-3,3-dimethyl-2-(phenoxycarbonylamino)pentanoate